2-((6-(7-acetyl-2,7-diazaspiro[3.5]nonan-2-yl)-2-chloropyrimidin-4-yl)amino)isonicotinonitrile C(C)(=O)N1CCC2(CN(C2)C2=CC(=NC(=N2)Cl)NC=2C=C(C#N)C=CN2)CC1